5-(2,6-dibromo-4-nitrophenoxy)-2-fluoroaniline BrC1=C(OC=2C=CC(=C(N)C2)F)C(=CC(=C1)[N+](=O)[O-])Br